2-formyl-3-hydroxypyridine-4-one C(=O)C1=NC=CC(C1O)=O